carbobenzoxy (2S)-2-[(1,3-dioxoisoindol-2-yl) methyl]-4-hydroxypyrrolidine-1-carboxylate O=C1N(C(C2=CC=CC=C12)=O)C[C@H]1N(CC(C1)O)C(=O)OC(=O)OCC1=CC=CC=C1